N(C(=N)N)CCCOCCNCCOCCCNC(=N)N bis(2-(3-guanidinopropoxy)ethyl)ammonia